isopropyl 3-(3-acrylamido-5-fluoro-4-methylphenyl)-2-(2-(4-methylpiperazin-1-yl)pyridin-4-yl)-1H-pyrrolo[2,3-b]pyridine-5-carboxylate C(C=C)(=O)NC=1C=C(C=C(C1C)F)C1=C(NC2=NC=C(C=C21)C(=O)OC(C)C)C2=CC(=NC=C2)N2CCN(CC2)C